1-[4-(5-Hydroxypyridin-2-yl)-piperazin-1-yl]-2-phenylethanone OC=1C=CC(=NC1)N1CCN(CC1)C(CC1=CC=CC=C1)=O